(S)-N-(1-(3-chloro-5-fluorophenyl)-2-hydroxyethyl)-1-(5-methyl-2-((tetrahydro-2H-pyran-4-yl)amino)pyrimidin-4-yl)-1H-imidazole-4-amide ClC=1C=C(C=C(C1)F)[C@@H](CO)NC(=O)C=1N=CN(C1)C1=NC(=NC=C1C)NC1CCOCC1